FC1(CC(C1)C1C(CC(N1)=O)=O)F 5-(3,3-difluorocyclobutyl)pyrrolidine-2,4-dione